N-(2,6-dimethyl-4-(4,4,5,5-tetramethyl-1,3,2-dioxaborolan-2-yl)benzyl)benzenesulfonamide CC1=C(CNS(=O)(=O)C2=CC=CC=C2)C(=CC(=C1)B1OC(C(O1)(C)C)(C)C)C